1-(2-methyl-4-(trifluoromethoxy)phenyl)-3-(2-methyl-6-oxo-1,6-dihydropyridin-3-yl)-6-(trifluoromethyl)-2,3-dihydropyrido[3,4-d]pyrimidin-4(1H)-one CC1=C(C=CC(=C1)OC(F)(F)F)N1CN(C(C2=C1C=NC(=C2)C(F)(F)F)=O)C2=C(NC(C=C2)=O)C